henicosyl p-hydroxybenzoate OC1=CC=C(C(=O)OCCCCCCCCCCCCCCCCCCCCC)C=C1